N1(CCC(CC1)C1=CC=C2C(C=3N(C=4C=CC=C(C4C(N3)=O)Br)C2=C1)(C)C)C1CCNCC1 10-([1,4'-bipiperidin]-4-yl)-4-bromo-7,7-dimethylindolo[1,2-a]quinazolin-5(7H)-one